5-chloro-1,3-dihydroisobenzofuran ClC=1C=C2COCC2=CC1